O\N=C(/N)\C=1C=2N(C=C(C1)C(=O)OC)C=C(N2)C methyl (Z)-8-(N'-hydroxycarbamimidoyl)-2-methylimidazo[1,2-a]pyridine-6-carboxylate